ClC1=C(C(=CC=C1)C1=NC2=C(N1)C=CC(=C2)OC)C=2C(=CC(=CC2)C(N[C@H](CCC)C2=CC=CC=C2)=O)C(=O)O (S)-2'-chloro-6'-(5-methoxy-1H-1,3-benzodiazol-2-yl)-4-{[(1R)-1-phenylbutyl]carbamoyl}-[1,1'-biphenyl]-2-carboxylic acid